FC1=CC(=C(CNC=2C=C(C(=O)O)C=CC2C)C(=C1)C)C 3-((4-Fluoro-2,6-dimethylbenzyl)amino)-4-methylbenzoic acid